C(C)(C)(C)C1=C(C=CC(=C1)C(C)(C)C)OP(OC1=C(C=C(C=C1)C(C)(C)C)C(C)(C)C)C=1C(=CC=CC1)C1=CC=CC=C1 bis(2,4-di-t-butylphenyl)-biphenylphosphonite